CS(=O)(=O)OCC(CNC(=O)OC(C)(C)C)CNC(=O)OC(C)(C)C [3-(tert-butoxycarbonylamino)-2-[(tert-butoxycarbonylamino) methyl] propyl] methanesulfonate